CC=1C=C(C(=O)OC2=C(C(=CC(=C2)Cl)C=NC(CC2=CC=C(C=C2)OC(C(C)C)=O)C(COC)=O)OC(C(C)C)=O)C=CC1 5-chloro-2-(isobutyryl-oxy)-3-((1-(4-(isobutyryloxy)phenyl)-4-methoxy-3-oxobutan-2-ylimino)methyl)phenyl 3-methylbenzoate